ClC1=CC(=C(C=C1)C1=NC(=NC2=C1N=C(N(C2=O)C)C)N2CC1(CCC1)C(C2)C2=NNC=C2)F 8-(4-chloro-2-fluoro-phenyl)-2,3-dimethyl-6-[8-(1H-pyrazol-3-yl)-6-azaspiro[3.4]octan-6-yl]pyrimido[5,4-d]pyrimidin-4-one